OCC1=CC=C(C=C1)N(S(=O)(=O)N1CCN(CC1)C)C N-[4-(hydroxymethyl)phenyl]-N,4-dimethyl-piperazine-1-sulfonamide